C(C1=CC=CC=C1)OCC(=O)NC12CC(C1)(C2)NC(COC2=CC=C(C=C2)Cl)=O 2-(benzyloxy)-N-{3-[2-(4-chlorophenoxy)acetamido]bicyclo[1.1.1]pentan-1-yl}acetamide